N-[(2R)-1,4-Dioxan-2-ylmethyl]-8-methyl-2-{[(2R)-4-methylmorpholin-2-yl]methyl}-4,5-dihydro-2H-furo[2,3-g]indazol-7-carboxamid O1[C@@H](COCC1)CNC(=O)C1=C(C2=C(CCC3=CN(N=C23)C[C@H]2CN(CCO2)C)O1)C